tert-Butyl (1-(2-(bis(4-methoxybenzyl)amino)pyridin-3-yl)ethyl)(2-oxoethyl)carbamate COC1=CC=C(CN(C2=NC=CC=C2C(C)N(C(OC(C)(C)C)=O)CC=O)CC2=CC=C(C=C2)OC)C=C1